(S)-1-butoxy-1-oxopropan C(CCC)OC(CC)=O